6-hydroxy-2-naphthalenesulfonic acid sodium salt [Na+].OC=1C=C2C=CC(=CC2=CC1)S(=O)(=O)[O-]